C(C)OC(CCCCCCC(CCCCCCCC1C(C1)CCCCCCCC)OC(CCCN(C)C)=O)=O ethyl-8-{[4-(dimethylamino)butanoyl]oxy}-15-(2-octylcyclopropyl)pentadecanoate